N-[(3S)-9-Fluoro-2-oxo-5-phenyl-1,3-dihydro-1,4-benzodiazepin-3-yl]-2-[2-fluoro-6-(propan-2-ylamino)pyridin-3-yl]pyrazolo[1,5-a]pyrimidine-3-carboxamide FC1=CC=CC=2C(=N[C@@H](C(NC21)=O)NC(=O)C=2C(=NN1C2N=CC=C1)C=1C(=NC(=CC1)NC(C)C)F)C1=CC=CC=C1